Cl.NN1C=C(C=C1)C(=O)NCC(F)(F)F 1-amino-N-(2,2,2-trifluoroethyl)pyrrole-3-carboxamide hydrochloride